3-((7-(6-chloro-2-methyl-3-(pyrrolidin-3-ylamino)pyridin-4-yl)thieno[3,2-b]pyridin-2-yl)methyl)-6,6-dimethyl-3-azabicyclo[3.1.0]hexane-2,4-dione ClC1=CC(=C(C(=N1)C)NC1CNCC1)C1=C2C(=NC=C1)C=C(S2)CN2C(C1C(C1C2=O)(C)C)=O